C[Si](C)(C)[Sb]([Si](C)(C)C)[Si](C)(C)C tris(trimethylsilyl)antimony (III)